8-bromo-1,1-bis(hexyloxy)octane tert-Butyl-6,6-difluorotetrahydro-1H-pyrrolo[3,2-c]isoxazole-4(5H)-carboxylate C(C)(C)(C)OC(=O)N1CC(C2NOCC21)(F)F.BrCCCCCCCC(OCCCCCC)OCCCCCC